NC=1C=C(C=C(C1)C(F)(F)F)[C@@H](C)NC=1C2=C(C(NN1)=O)C=NC(=C2)N2CC1N(C(C2)C1)C 1-(((R)-1-(3-amino-5-(trifluoromethyl)phenyl)ethyl)amino)-7-(6-methyl-3,6-diazabicyclo[3.1.1]Hept-3-yl)pyrido[3,4-d]pyridazin-4(3H)-one